((R)-2-(2-chlorophenyl)-4-(2,2,2-trifluoroethyl)piperazine-1-carbonyl)-4-fluoro-N-((R,Z)-4-(methylsulfonyl)but-3-en-2-yl)azepane-4-carboxamide ClC1=C(C=CC=C1)[C@H]1N(CCN(C1)CC(F)(F)F)C(=O)N1CCC(CCC1)(C(=O)N[C@H](C)\C=C/S(=O)(=O)C)F